3-((4-(3-chloro-4-(2-chloro-3-(6-methoxy-5-((methylamino)methyl)pyridin-2-yl)phenyl)pyridin-2-yl)-2-methoxybenzyl)amino)propanoic acid ClC=1C(=NC=CC1C1=C(C(=CC=C1)C1=NC(=C(C=C1)CNC)OC)Cl)C1=CC(=C(CNCCC(=O)O)C=C1)OC